BrC=1C(=CC(=C(OC2CC(C2)C(=O)NS(=O)(=O)C2CC2)C1)C=1OC2=C(C=CC=C2C(C1)=O)Cl)OC 3-[5-bromo-2-(8-chloro-4-oxo-chromen-2-yl)-4-methoxy-phenoxy]-N-cyclopropylsulfonyl-cyclobutanecarboxamide